2-benzopyrane C1OC=CC2=C1C=CC=C2